fluorenylmethoxycarbon chloride C1(=CC=CC=2C3=CC=CC=C3CC12)COC(Cl)(Cl)Cl